Cl.N=1NN=NC1COC1=C(C=C(C=C1)CC)S(=O)(=O)NC1=NOC2=C1C(=CC(=C2)CN2N=CC(=C2)CN)OC 2-((2H-tetrazol-5-yl)methoxy)-N-(6-((4-(aminomethyl)-1H-pyrazol-1-yl)methyl)-4-methoxybenzo[d]isoxazol-3-yl)-5-ethylbenzenesulfonamide hydrochloride